N-(tert-butyl)-3-((2-((4-(4-(4-(4-(2,4-dioxotetrahydropyrimidin-1(2H)-yl)benzyl)piperazin-1-yl)piperidin-1-yl)phenyl)amino)-5-methylpyrimidin-4-yl)amino)benzenesulfonamide C(C)(C)(C)NS(=O)(=O)C1=CC(=CC=C1)NC1=NC(=NC=C1C)NC1=CC=C(C=C1)N1CCC(CC1)N1CCN(CC1)CC1=CC=C(C=C1)N1C(NC(CC1)=O)=O